3-Bromo-5-methoxyaniline BrC=1C=C(N)C=C(C1)OC